(S)-4-((1H-pyrazol-1-yl)methyl)-N-(7-(3-hydroxy-3-methylbut-1-yn-1-yl)-5-methyl-4-oxo-2,3,4,5-tetrahydrobenzo[b][1,4]oxazepin-3-yl)pyridineamide N1(N=CC=C1)CC1=CC(=NC=C1)C(=O)N[C@@H]1C(N(C2=C(OC1)C=CC(=C2)C#CC(C)(C)O)C)=O